C(C1=CC=CC=C1)OC(C(F)(F)F)(COCCC[C@H](C)OCC1=CC=C(C=C1)OC)C1=NN=C(O1)C1=NC(=C(C=C1NC(OC(C)(C)C)=O)C(F)(F)F)Br tert-Butyl N-[2-[5-[1-benzyloxy-2,2,2-trifluoro-1-[[(4S)-4-[(4-methoxyphenyl)methoxy]pentoxy]methyl]ethyl]-1,3,4-oxadiazol-2-yl]-6-bromo-5-(trifluoromethyl)-3-pyridyl]carbamate